methyl (S)-2-((3-chloro-2-((4-chlorobenzyl) oxy)-5,8-dihydro-1,7-naphthyridin-7(6H)-yl) methyl)-1-(oxetan-2-ylmethyl)-1H-benzo[d]imidazole-6-carboxylate ClC=1C(=NC=2CN(CCC2C1)CC1=NC2=C(N1C[C@H]1OCC1)C=C(C=C2)C(=O)OC)OCC2=CC=C(C=C2)Cl